ClC1=C2C(N(CN(C2=CC=C1)C1=C(C=C(C=C1)F)C)C1=C(NC(C=C1)=O)C)=O 5-chloro-1-(4-fluoro-2-methylphenyl)-3-(2-methyl-6-oxo-1,6-dihydropyridin-3-yl)-2,3-dihydroquinazolin-4(1H)-one